CC(C)CC(CC=C(C=C)C)(C)C 2,4,4,7-Tetramethyl-6,8-nonadiene